ClC=1C=C(C(=NC1)OC)S(=O)(=O)NC1=CC(=C(C=C1)F)C1=CC2=C(N=C(N=C2)NCC)N2C1=NN=C2 5-chloro-N-(3-(2-(ethylamino)-[1,2,4]triazolo[4',3':1,6]pyrido[2,3-d]pyrimidin-6-yl)-4-fluorophenyl)-2-methoxypyridine-3-sulfonamide